N1(CCNCC1)C1=NC=C(C(=O)N)C=C1 6-(piperazin-1-yl)nicotinamide